1-(1-(naphthalen-1-yl)ethyl)piperidine-4-carboxylate C1(=CC=CC2=CC=CC=C12)C(C)N1CCC(CC1)C(=O)[O-]